NC1=NC=NC2=CC=C(C=C12)C=1C=C(C=CC1)C#C[C@@](C)(O)C=1OC(=NN1)C (R)-4-[3-(4-aminoquinazolin-6-yl)phenyl]-2-(5-methyl-1,3,4-oxadiazol-2-yl)but-3-yn-2-ol